N-(2,3-Bis((1-methyltetrazol-5-yl)thio)quinoxalin-6-yl)acetamide CN1N=NN=C1SC1=NC2=CC=C(C=C2N=C1SC1=NN=NN1C)NC(C)=O